C(C)OCCN=C(C=C(C)[O-])C.ClC1=CC=C(N=N1)C(=O)N1CCC(CC1)C1=C(C=CC=C1)C(F)(F)F (6-Chloropyridazin-3-yl)(4-(2-(trifluoromethyl)phenyl)piperidin-1-yl)methanone 4-((2-ethoxyethyl)imino)-pent-2-en-2-olate